dithiosulfonate S(=S)(=S)[O-]